2-(4-(4-((Z)-2,3-di(tert-butoxycarbonyl)guanidino)benzoylamino)phenyl)acetic acid C(C)(C)(C)OC(=O)\N=C(\NC1=CC=C(C(=O)NC2=CC=C(C=C2)CC(=O)O)C=C1)/NC(=O)OC(C)(C)C